methyl-4-oxopiperidine CN1CCC(CC1)=O